O=C1C(=C(C=NN1)N1[C@H]2CCC[C@H]2C1)C(F)(F)F (1S,4R,5S)-6-(6-oxo-5-(trifluoromethyl)-1,6-dihydropyridazin-4-yl)-6-azabicyclo[3.2.0]heptan